[Br-].N1=C(C=CC=C1)[N+]1=CN(C=C1)CCCNC(C1=C(C=CC=C1)SC\C=C(\CC\C=C(\CCC=C(C)C)/C)/C)=O 3-(pyridin-2-yl)-1-(3-(2-(((2E,6E)-3,7,11-trimethyldodeca-2,6,10-trien-1-yl)thio)benzamido)propyl)-1H-imidazol-3-ium bromide